C(C)(C)C1=C(C(=CC(=C1)C(C)C)C(C)C)S(=O)(=O)[O-].CC1=C(C(=CC(=C1)C)C)[S+](C1=CC=CC=C1)C1=CC=CC=C1 2,4,6-trimethylphenyl-diphenylsulfonium 2,4,6-triisopropylbenzenesulfonate